Ethyl (S)-2-(hydroxymethyl)-2-(3-hydroxypropyl)pent-4-enoate OC[C@@](C(=O)OCC)(CC=C)CCCO